4-(5-(2,4-difluorophenoxy)-1-(methylsulfonyl)-1H-indol-6-yl)-6-methyl-1,6-dihydro-7H-pyrrolo[2,3-c]pyridin-7-one FC1=C(OC=2C=C3C=CN(C3=CC2C=2C3=C(C(N(C2)C)=O)NC=C3)S(=O)(=O)C)C=CC(=C1)F